C(C)C=1N(C=2CCCC(C2C1)=O)CC1CCC(CC1)NC(OC(C)(C)C)=O tert-butyl ((1r,4r)-4-((2-ethyl-4-oxo-4,5,6,7-tetrahydro-1H-indol-1-yl)methyl)cyclohexyl)carbamate